O1C=NC2=C1C=C(C=C2)\N=N\C2=CC1=C(N=CO1)C=C2 (E)-1,2-bisbenzoxazol-6-yl-diazene